N-((1,6-dimethyl-1H-benzimidazol-7-yl)methyl)-3,5-difluoro-4-(trifluoromethyl)benzamide CN1C=NC2=C1C(=C(C=C2)C)CNC(C2=CC(=C(C(=C2)F)C(F)(F)F)F)=O